C(N)(=O)C=1C(=NC(=NC1)N1CCCCC1)NC1=CC=C(C=C1)C1CCNCC1 4-(4-((5-carbamoyl-2-(piperidin-1-yl)pyrimidin-4-yl)amino)phenyl)piperidine